tert-butyl (tert-butoxycarbonyl)(trans-3-((3-cyclopropyl-4-(5-fluoro-6-methylpyridin-2-yl)-1H-pyrazol-1-yl)methyl)cyclobutyl)carbamate C(C)(C)(C)OC(=O)N(C(OC(C)(C)C)=O)[C@@H]1C[C@H](C1)CN1N=C(C(=C1)C1=NC(=C(C=C1)F)C)C1CC1